(S)-N-(methoxymethyl)-1-phenyl-N-((trimethylsilyl)methyl)ethane-1-amine COCN([C@@H](C)C1=CC=CC=C1)C[Si](C)(C)C